9-(cinnamoylamino)nonanoic acid C(C=CC1=CC=CC=C1)(=O)NCCCCCCCCC(=O)O